N-(tert-Butoxycarbonyl)-O-methyl-L-serine C(C)(C)(C)OC(=O)N[C@@H](COC)C(=O)O